(S)-3-(9-((4-(aminomethyl)-2,6-dimethylphenyl)carbamoyl)-4,5-dihydrobenzo[b]thieno[2,3-d]oxepin-8-yl)-6-(2-phenylpiperidine-1-carbonyl)picolinic acid NCC1=CC(=C(C(=C1)C)NC(=O)C1=CC2=C(OCCC3=C2SC=C3)C=C1C=1C(=NC(=CC1)C(=O)N1[C@@H](CCCC1)C1=CC=CC=C1)C(=O)O)C